5-(4-((5-(isoxazol-3-ylmethoxy)pentyl)oxy)phenethyl)-3-(2-(4-phenoxybutoxy)ethyl)isoxazole O1N=C(C=C1)COCCCCCOC1=CC=C(CCC2=CC(=NO2)CCOCCCCOC2=CC=CC=C2)C=C1